ethyl (1-(2-cyanophenyl)piperidin-4-yl)glycinate C(#N)C1=C(C=CC=C1)N1CCC(CC1)NCC(=O)OCC